O=C1N(C(CN1C1=CC=C(C=C1)C)=O)CC1=CC(=C(OC(C(=O)O)(C)C)C(=C1)C)C 2-(4-((2,5-dioxo-3-(4-methylphenyl)imidazolin-1-yl)methyl)-2,6-dimethylphenoxy)-2-methylpropanoic acid